C(C)(=O)OC1(CCC(CC1)C)C=C 4-methyl-1-vinylcyclohexyl acetate